N-((S)-1-Pyridin-2-yl-ethyl)-3-[3-(4-trifluoromethoxy-benzyl)-3H-imidazo[4,5-b]pyridin-2-yl]-propionamide N1=C(C=CC=C1)[C@H](C)NC(CCC1=NC=2C(=NC=CC2)N1CC1=CC=C(C=C1)OC(F)(F)F)=O